ClC1=CC2=C(C=C3N2C(=NN(C3=O)CC(=O)NC=3C=NC=CC3)C(C)O)S1 2-(2-Chloro-5-(1-hydroxyethyl)-8-oxothieno[2',3':4,5]pyrrolo[1,2-d][1,2,4]triazin-7(8H)-yl)-N-(pyridin-3-yl)acetamid